FC1=C(C(=CC(=C1)N1C[C@@H](NCC1)C)F)C1C(NC(CC1)=O)=O 3-(2,6-difluoro-4-((S)-3-methylpiperazin-1-yl)phenyl)piperidine-2,6-dione